7-tert-butyl 2-methyl 5H,6H,7H,8H-imidazo[1,2-a]pyrazine-2,7-dicarboxylate N=1C(=CN2C1CN(CC2)C(=O)OC(C)(C)C)C(=O)OC